(R)-6-(2-(4-methoxybenzyl)pyrrolidin-1-yl)-4-morpholinopyridin-2(1H)-one COC1=CC=C(C[C@@H]2N(CCC2)C2=CC(=CC(N2)=O)N2CCOCC2)C=C1